C(C)OC(C[C@@H](C1=CC(=CC=C1)C=1C=NC=CC1)NC(=O)NC=1C(N(C=C(C1O)C)C)=O)=O (S)-3-(3-(4-hydroxy-1,5-dimethyl-2-oxo-1,2-dihydropyridin-3-yl)ureido)-3-(3-(pyridin-3-yl)phenyl)propanoic acid ethyl ester